benzyloxy-9-(5-(2,4,6-trifluorobenzyl)-1,3,4-thiadiazol-2-yl)-3,4,5,6,7,8-hexahydro-2,6a-methano[1,4]diazonino[9,1,2-cd]indolizine-1,10-dione C(C1=CC=CC=C1)OC1N2C(C=3N4C(CCC4=C(C(C3)=O)C=3SC(=NN3)CC3=C(C=C(C=C3F)F)F)(CCC1)C2)=O